Diethyl 2-(3-bromopropyl)-2-(3,4-dimethoxyphenyl)malonate BrCCCC(C(=O)OCC)(C(=O)OCC)C1=CC(=C(C=C1)OC)OC